C(C)C=1C(=NC=C(C1)C#CC1=C(C=CC=C1)NS(=O)(=O)C=1C=CC=C2C=CC(=NC12)C)C(=O)O 3-Ethyl-5-[2-(2-methyl-quinoline-8-sulfonylamino)-phenylethynyl]-pyridine-2-carboxylic acid